7-{(1S)-1-[2-(2,4-difluorophenyl)-1H-imidazol-4-yl]propyl}-5-[2-(trifluoromethyl)pyrimidin-5-yl]-7H-pyrrolo[2,3-d]pyrimidin-4-amine FC1=C(C=CC(=C1)F)C=1NC=C(N1)[C@H](CC)N1C=C(C2=C1N=CN=C2N)C=2C=NC(=NC2)C(F)(F)F